O=C1OC(CC1C1C=C(C2C(C1)C(=O)OC2=O)C)=O 5-(2,5-Dioxotetrahydrofuranyl)-3-methyl-3-cyclohexene-1,2-dicarboxylic anhydride